The molecule is a propanoate ester obtained by the formal condensation of propionic acid with decan-2-ol. It has a role as a metabolite. CCCCCCCCC(C)OC(=O)CC